tert-butyl (2-(2-(4-chloro-3-fluorophenoxy)acetyl)-2-azaspiro[3.3]heptan-6-yl)carbamate ClC1=C(C=C(OCC(=O)N2CC3(C2)CC(C3)NC(OC(C)(C)C)=O)C=C1)F